NC=CCC=1C(NC(N([C@H]2[C@H](O)[C@H](O)[C@@H](CO)O2)C1)=O)=O 5-aminoallyl-uridine